2,2-dimethylpropanamidine hydrochloride Cl.CC(C(=N)N)(C)C